7-(3,5-dichlorophenyl)-3-(trifluoromethanesulfonyl-oxy)-1-benzofuran-2-carboxylic acid methyl ester COC(=O)C=1OC2=C(C1OS(=O)(=O)C(F)(F)F)C=CC=C2C2=CC(=CC(=C2)Cl)Cl